FC1(CCN(CC1)C1=NC2=CC(=C(C=C2C(=N1)NC(OC)=O)OC)OCCCN1CCCC1)F methyl (2-(4,4-difluoropiperidin-1-yl)-6-methoxy-7-(3-(pyrrolidin-1-yl)propoxy)quinazolin-4-yl)carbamate